CC1C(N(CCC1)C)=O dimethyl-oxopiperidine